2-amino-N-(3-(2-(4-chloro-3-fluorophenoxy)acetamido)bicyclo[1.1.1]pent-1-yl)-4,5-difluorobenzamide NC1=C(C(=O)NC23CC(C2)(C3)NC(COC3=CC(=C(C=C3)Cl)F)=O)C=C(C(=C1)F)F